6-(2,6-dimethylpyridin-4-yl)-3-methyl-2-(piperidin-4-yl)-1H-indole TFA salt OC(=O)C(F)(F)F.CC1=NC(=CC(=C1)C1=CC=C2C(=C(NC2=C1)C1CCNCC1)C)C